3-(5-(benzyloxy)-6-fluoro-1-oxoisoindolin-2-yl)piperidine-2,6-dione C(C1=CC=CC=C1)OC=1C=C2CN(C(C2=CC1F)=O)C1C(NC(CC1)=O)=O